2-(4-{[(14-amino-3,6,9,12-tetraoxatetradec-1-yl)carbamoyl]Methyl}-7,10-bis(carboxymethyl)-1,4,7,10-tetraazacyclododec-1-yl)acetic acid NCCOCCOCCOCCOCCNC(=O)CN1CCN(CCN(CCN(CC1)CC(=O)O)CC(=O)O)CC(=O)O